C(C)(=O)OC1=CCC(C=2C=CC3=CC(=CC=C3C12)C(C)C)(C)C 7-isopropyl-1,1-dimethylphenanthren-4-yl acetate